(R)-2-((((9H-fluoren-9-yl)methoxy)carbonyl)amino)-3-(2-(2-(tert-butoxy)ethoxy)ethoxy)-N-(2-(2-iodoethoxy)-2-oxoethyl)propan-1-amine C1=CC=CC=2C3=CC=CC=C3C(C12)COC(=O)N[C@H](CNCC(=O)OCCI)COCCOCCOC(C)(C)C